4-amino-3-(1-methyl-1H-indol-3-yl)-1H-pyrazole NC=1C(=NNC1)C1=CN(C2=CC=CC=C12)C